(S)-2-(3-(4-amino-3-(2-fluoro-6-phenoxypyridin-3-yl)-1H-pyrazolo[3,4-d]pyrimidin-1-yl)pyrrole-1-carbonyl)-4,4-dimethylpent-2-enenitrile NC1=C2C(=NC=N1)N(N=C2C=2C(=NC(=CC2)OC2=CC=CC=C2)F)C2=CN(C=C2)C(=O)C(C#N)=CC(C)(C)C